O1C=CC2=C1C=CC(=C2)C=2CCOC1=C(C2C2=CC=C(C=C2)O[C@@H]2CN(CC2)CCCF)C=CC(=C1)O 4-(benzofuran-5-yl)-5-[4-[(3S)-1-(3-fluoropropyl)pyrrolidin-3-yl]oxyphenyl]-2,3-dihydro-1-benzoxepin-8-ol